FC(C(=CC(CC)C)C)(F)F 1,1,1-trifluoro-2-methyl-4-methylhex-2-ene